NC=1C(=NC=2CCN(CC2C1)C(=O)OC(C)(C)C)Br tert-butyl 3-amino-2-bromo-7,8-dihydro-5H-1,6-naphthyridine-6-carboxylate